CC1(C(N2C(C=3C=CC=CC13)=NC1=C2C=CC=C1)=O)C[Si](C1=CC=CC=C1)(C1=CC=CC=C1)C 5-methyl-5-((methyldiphenylsilyl)methyl)benzo[4,5]imidazo[2,1-a]isoquinolin-6(5H)-one